NC1=NN2C(C=C(C=C2)C=2C(=C(C(=O)NCC(C(OC([2H])([2H])[2H])C3=CC=C(C=C3)F)(F)F)C(=CC2)C)F)=N1 3-(2-amino-[1,2,4]triazolo[1,5-a]pyridin-7-yl)-N-(2,2-difluoro-3-(4-fluorophenyl)-3-(methoxy-d3)propyl)-2-fluoro-6-methylbenzamide